4,4-dimethoxyoxan-3-ol COC1(C(COCC1)O)OC